CC1=CC(=NN1)N\C(\C)=C\1/C(NC2=CN=C(C=C21)C=2C=NC=CC2C)=O (Z)-3-(1-((5-Methyl-1H-pyrazol-3-yl)amino)ethylidene)-5-(4-methylpyridin-3-yl)-1H-pyrrolo[2,3-c]pyridin-2(3H)-one